N-tetradecyl-N-decyl-tolylammonium tetrakis(perfluoronaphthalen-2-yl)borate FC1=C(C(=C(C2=C(C(=C(C(=C12)F)F)F)F)F)F)[B-](C1=C(C2=C(C(=C(C(=C2C(=C1F)F)F)F)F)F)F)(C1=C(C2=C(C(=C(C(=C2C(=C1F)F)F)F)F)F)F)C1=C(C2=C(C(=C(C(=C2C(=C1F)F)F)F)F)F)F.C(CCCCCCCCCCCCC)[NH+](CCCCCCCCCC)C1=C(C=CC=C1)C